OC1=C(C=CC=C1)C1=CC=CC=2NN=NC21 o-hydroxy-phenylbenzotriazole